6-(Imidazo[1,2-a]pyrazin-3-carbonyl)-N-(5-(trifluoromethyl)pyridin-3-yl)-4,5,6,7-tetrahydrothieno[2,3-c]pyridin-3-carboxamid N=1C=C(N2C1C=NC=C2)C(=O)N2CC1=C(CC2)C(=CS1)C(=O)NC=1C=NC=C(C1)C(F)(F)F